OC([C@@H](C1=CC=C(C=C1)OCC(CCC)C)NC(=O)C1(COC1)C1=CC=CC=C1)(C)C N-((1R)-2-hydroxy-2-methyl-1-(4-((2-methylpentyl)oxy)phenyl)propyl)-3-phenyloxetane-3-carboxamide